CN(C=C(C(=O)C=1C=NC=CC1)C)C 3-(dimethylamino)-2-methyl-1-(pyridin-3-yl)prop-2-en-1-one